lithium-molybdenum-disulfide [Mo](=S)=S.[Li]